((1S)-1-(7-chloro-1,1-dioxo-3,4-dihydro-2H-benzo[e][1,2]thiazin-2-yl)-2-(6-fluoro-2,3-dimethylphenyl)propyl)-1,3,4-oxadiazol-2(3H)-one ClC1=CC2=C(CCN(S2(=O)=O)[C@@H](C(C)C2=C(C(=CC=C2F)C)C)N2C(OC=N2)=O)C=C1